N2-(4-Amino-3-fluorophenyl)naphthalene-1,2-diamine NC1=C(C=C(C=C1)NC=1C(=C2C=CC=CC2=CC1)N)F